(6R,9R,12R,15R)-methyl-6,9-dibenzyl-15-(4-((tert-butoxycarbonyl)amino)butyl)-12-isobutyl-2,2-dimethyl-4,7,10,13-tetraoxo-3-oxa-5,8,11,14-tetraazahexadecane-16-oic acid CCC(OC(N[C@@H](C(N[C@@H](C(N[C@@H](C(N[C@@H](C(=O)O)CCCCNC(=O)OC(C)(C)C)=O)CC(C)C)=O)CC1=CC=CC=C1)=O)CC1=CC=CC=C1)=O)(C)C